ClC1=C(C(=O)C2=CNC3=C2C2=C(NC(C4(N2)CN(CC4)C(=O)OC(C)(C)C)=O)C=N3)C=CC(=C1)OC1=NC=CC(=C1)C(F)(F)F tert-Butyl 9'-(2-chloro-4-((4-(trifluoromethyl)pyridin-2-yl)oxy)benzoyl)-3'-oxo-1',3',4',7'-tetrahydrospiro[pyrrolidine-3,2'-pyrrolo[3',2':5,6]pyrido[3,4-b]pyrazine]-1-carboxylate